BrC1=C2C(=NC=C1)N(C=C2)C2=NC=CC=C2 4-bromo-1-(pyridin-2-yl)-1H-pyrrolo[2,3-b]pyridine